C[C@@H]1CN(CCN1C)[C@@H](C(=O)NC=1C=CC=C2C(=CNC12)C1=NC(=NC=C1)NC=1C(=NN(C1)C)OC)C (2R)-2-[(3R)-3,4-dimethylpiperazin-1-yl]-N-(3-{2-[(3-methoxy-1-methyl-1H-pyrazol-4-yl)amino]pyrimidin-4-yl}-1H-indol-7-yl)propanamide